CC1=C(C=NC(=C1)C(CC)=O)C=1C=2N(C3=CC(=NC=C3C1)NC(OC(C)(C)C)=O)C(=CN2)C(F)(F)F tert-butyl (4-(4-methyl-6-propionylpyridin-3-yl)-1-(trifluoromethyl)imidazo[1,2-a][1,6]naphthyridin-8-yl)carbamate